norbornanyl-biguanide C12(CCC(CC1)C2)NC(=N)NC(=N)N